C1(=CC=CC=C1)COC1=CC=C(C=C1)NC(=O)C=1C=C(N(C1C)C)C1=C(C(=O)O)C=CC(=C1)F [4-({[4-(phenylmethoxy)phenyl]amino}carbonyl)-1,5-dimethyl-1H-pyrrol-2-yl]-4-fluorobenzoic acid